C(C)(C)(C)OC(=O)N1C2(CC(C1)C2)C=O 1-formyl-2-azabicyclo[2.1.1]Hexane-2-carboxylic acid tert-butyl ester